C(C1=CC=CC=C1)(=O)OC(CCCCCCCC\C=C/C(=O)OC)CCCCCCCC\C=C/C(=O)OC dimethyl (2Z,21Z)-12-(benzoyloxy)tricosa-2,21-dienedioate